cholest-5,7,24-trien-3beta-ol CC(C)=CCC[C@@H](C)[C@H]1CC[C@H]2C3=CC=C4C[C@H](CC[C@]4(C)[C@H]3CC[C@]12C)O